C1(CCCCC1)C1=CC=C(C=C1)NC=1C2=C(N=C(N1)C1=CC(=NC=C1)C)C(N(C2)C(C)C)=O 4-[(4-cyclohexylphenyl)amino]-2-(2-methylpyridin-4-yl)-6-(propan-2-yl)-5,6-dihydro-7H-pyrrolo[3,4-d]pyrimidin-7-one